N-(1,3-dimethylbutyl)-3-(methyldiethoxysilyl)-1-propylamine CC(CC(C)C)NCCC[Si](OCC)(OCC)C